2-(4-isopropyl-5-(8-methoxy-[1,2,4]triazolo[1,5-a]pyridin-6-yl)-1H-pyrazol-3-yl)-4-methyl-5-(6-(2-(methylsulfonyl)ethyl)-2,6-diazaspiro[3.3]heptan-2-yl)thiazole C(C)(C)C=1C(=NNC1C=1C=C(C=2N(C1)N=CN2)OC)C=2SC(=C(N2)C)N2CC1(C2)CN(C1)CCS(=O)(=O)C